1-(4-methoxybenzyl)-5,6-dihydropyridine COC1=CC=C(CN2CC=CCC2)C=C1